tert-butyl 2-(2-(pyridin-3-yl)-6-((4-(trifluoromethoxy) pyridin-2-yl) amino) pyrimidin-4-yl)-2,7-diazaspiro[4.5]decane-7-carboxylate N1=CC(=CC=C1)C1=NC(=CC(=N1)N1CC2(CC1)CN(CCC2)C(=O)OC(C)(C)C)NC2=NC=CC(=C2)OC(F)(F)F